ClC1=C(C2=C(S(N(CO2)[C@H](C(=O)OC)C(C)C2=C(C(=CC=C2F)C)C)(=O)=O)C=C1)C methyl (2S)-2-(6-chloro-5-methyl-1,1-dioxidobenzo[e][1,4,3]oxathiazin-2(3H)-yl)-3-(6-fluoro-2,3-dimethylphenyl)butanoate